NC1=C(C(=CC=C1)C)CC(=O)NC=1C=C(C(=O)NC2=CC=C(C=C2)S(NC2=CC=CC=C2)(=O)=O)C=CC1 3-(2-(2-amino-6-methylphenyl)acetamido)-N-(4-(N-phenylsulfamoyl)phenyl)benzamide